7-benzyl-4-(4-trifluoromethylbenzyl)-6,7,8,9-tetrahydrothiazolo[4,5-c][2,7]naphthyridine-5(4H)-one C(C1=CC=CC=C1)N1CCC=2C3=C(N(C(C2C1)=O)CC1=CC=C(C=C1)C(F)(F)F)N=CS3